COC(=O)C12CCC(CC1)(CC2)COC=2C=NC=C(C(=O)OC)C2 methyl 5-((4-(methoxycarbonyl)bicyclo[2.2.2]octan-1-yl)methoxy)nicotinate